FC(C1=CC=C(OC2=CC=C3CCN(CC3=C2)C(=O)C2CC(NC2)=O)C=C1)(F)F 4-(7-(4-(trifluorometh-yl)phenoxy)-1,2,3,4-tetrahydroisoquinoline-2-carbonyl)pyrrolidin-2-one